(17S,20S)-1-(aminooxy)-17-isopropyl-15,18-dioxo-20-(3-ureidopropyl)-3,6,9,12-tetraoxa-16,19-diazahenicosan NOCCOCCOCCOCCOCCC(N[C@H](C(N[C@@H](C)CCCNC(=O)N)=O)C(C)C)=O